3-(3,4-Difluorophenyl)-2-methylazetidine-3-carboxylic acid methyl ester COC(=O)C1(C(NC1)C)C1=CC(=C(C=C1)F)F